methyl (R)-3-((3,3-dibutyl-7-(methylthio)-1,1-dioxido-5-phenyl-2,3,4,5-tetrahydro-1,2,5-benzothiadiazepin-8-yl)oxy)-2-hydroxypropanoate C(CCC)C1(NS(C2=C(N(C1)C1=CC=CC=C1)C=C(C(=C2)OC[C@H](C(=O)OC)O)SC)(=O)=O)CCCC